C(C)OC1CCC(CC1)N1N=C(C(=C1)NC(=O)C1=CC=CC(=N1)C=1C=NC=C(C1)C)C1=NC=CN=C1 N-(1-(4-ethoxycyclohexyl)-3-(pyrazin-2-yl)-1H-pyrazol-4-yl)-5'-methyl-[2,3'-bipyridine]-6-carboxamide